(5S,7R,8R,9S,10R)-10-((3-fluorobenzyl)oxy)-7-(hydroxymethyl)-9-(4-(3,4,5-trifluorophenyl)-1H-1,2,3-triazol-1-yl)-1,6-dioxaspiro[4.5]decan-8-ol FC=1C=C(CO[C@@H]2[C@H]([C@H]([C@H](O[C@@]23CCCO3)CO)O)N3N=NC(=C3)C3=CC(=C(C(=C3)F)F)F)C=CC1